C1(CCCC1)N1C(N=CC=2C1=NC(=NC2)NC2=C(C=C(C=C2)N2CCN(CC2)C)OC)=O 1-cyclopentyl-7-((2-methoxy-4-(4-methylpiperazine-1-yl)phenyl)amino)pyrimido[4,5-d]pyrimidin-2(1H)-one